2-(4,4-difluoroazepan-1-yl)-N-(4-fluoro-3-(methylthio)phenyl)-4-methyl-5-(1-methyl-1H-pyrazol-4-yl)nicotinamide FC1(CCN(CCC1)C1=C(C(=O)NC2=CC(=C(C=C2)F)SC)C(=C(C=N1)C=1C=NN(C1)C)C)F